FC(C(=O)O)(F)F.NCCC=1C(NC2=CC=CC=C2C1)=O 3-(2-aminoethyl)quinolin-2(1H)-one trifluoroacetate